ON=C(N)C1=NC(=C(C=C1)CS(=O)(=O)C)C N'-hydroxy-6-methyl-5-((methylsulfonyl)methyl)pyridinecarboxamidine